CN(C(CCC(=O)O)CC)C 4-(dimethylamino)hexanoic acid